NC1CC(CCC1)C(=O)O 3-amino-cyclohexylcarboxylic acid